O=C1NC(CCC1N1C(C2=CC=C(C(=C2C1=O)C)C1CCN(CC1)C1CC(C1)OC1CCN(CC1)C(=O)OC(C)(C)C)=O)=O tert-butyl 4-[3-[4-[2-(2,6-dioxo-3-piperidyl)-4-methyl-1,3-dioxo-isoindolin-5-yl]-1-piperidyl]cyclobutoxy]piperidine-1-carboxylate